(((1r,4r)-4-((2,2-dimethylpiperazin-1-yl)methyl)cyclohexyl)oxy)piperidine-1-carboxylic acid tert-butyl ester C(C)(C)(C)OC(=O)N1C(CCCC1)OC1CCC(CC1)CN1C(CNCC1)(C)C